CC1(NC(CC(C1)C1=CC(=C(C=C1C(=O)N)C(=O)N)C1CC(NC(C1)(C)C)(C)C)(C)C)C bis(2,2,6,6-tetramethyl-4-piperidinyl)-1,3-benzenedicarboxamide